(2,2-difluoroethyl)urea FC(CNC(=O)N)F